octatetracontyl ether C(CCCCCCCCCCCCCCCCCCCCCCCCCCCCCCCCCCCCCCCCCCCCCCC)OCCCCCCCCCCCCCCCCCCCCCCCCCCCCCCCCCCCCCCCCCCCCCCCC